((2s,4r,5r)-5-(2-acetamido-6,8-dioxo-7-(prop-2-yn-1-yl)-1,6,7,8-tetrahydro-9H-purin-9-yl)-4-acetoxytetrahydrofuran-2-yl) methylbenzoate CC1=C(C(=O)O[C@@H]2O[C@H]([C@@H](C2)OC(C)=O)N2C=3N=C(NC(C3N(C2=O)CC#C)=O)NC(C)=O)C=CC=C1